gallium-zinc salt [Zn].[Ga]